2-((1S,2S)-1-(2-chloro-5-fluorophenyl)-1-(3-cyano-1-methyl-1H-pyrazol-4-yl)propan-2-yl)-5-hydroxy-N-(isoxazol-4-yl)-1-methyl-6-oxo-1,6-dihydropyrimidine-4-carboxamide ClC1=C(C=C(C=C1)F)[C@@H]([C@H](C)C=1N(C(C(=C(N1)C(=O)NC=1C=NOC1)O)=O)C)C=1C(=NN(C1)C)C#N